C(C)(C)(C)OC(=O)N1[C@@H](CCCC1)C(NCC(C1=CC=C(C=C1)C)=O)=O (S)-2-((2-oxo-2-(p-tolyl)ethyl)carbamoyl)piperidine-1-carboxylic acid tert-butyl ester